2-[({2-amino-6-[(2-imino-2,3-dihydro-1,3-thiazol-3-yl)methyl]phenyl}carbamothioyl)amino]-2-(3-chloro-4-fluorophenyl)propyl 2,2-dimethylpropanoate CC(C(=O)OCC(C)(C1=CC(=C(C=C1)F)Cl)NC(NC1=C(C=CC=C1CN1C(SC=C1)=N)N)=S)(C)C